ClC1=CC=C(C(=N1)C(=O)[O-])N[C@H](C)C1=C2N=C(C(=NC2=CC(=C1)C)C#N)N1C[C@]2(CC2C1)C(F)(F)F 6-chloro-3-(((1R)-1-(2-cyano-7-methyl-3-((1R)-1-(trifluoromethyl)-3-azabicyclo[3.1.0]hexan-3-yl)quinoxalin-5-yl)ethyl)amino)picolinate